3-((tert-butoxycarbonyl)(4-(pyridin-3-yl)pyrimidin-2-yl)amino)-4-methylbenzoic acid C(C)(C)(C)OC(=O)N(C=1C=C(C(=O)O)C=CC1C)C1=NC=CC(=N1)C=1C=NC=CC1